FC1=C(SC=C1)CNC(OC(C)(C)C)=O tert-butyl ((3-fluorothiophen-2-yl)methyl)carbamate